4-((S)-7-(2-((R)-1-Hydroxyethyl)-6-(phenylsulfonyl)imidazo[4,5-d]pyrrolo[2,3-b]pyridin-1(6H)-yl)-5-azaspiro[2.4]hept-5-yl)butanenitrile O[C@H](C)C1=NC=2C(=C3C(=NC2)N(C=C3)S(=O)(=O)C3=CC=CC=C3)N1[C@@H]1CN(CC13CC3)CCCC#N